6-(benzylthio)-8-[(hydroxyphenylmethyl)thio]caprylic acid C(C1=CC=CC=C1)SC(CCCCC(=O)O)CCSC(C1=CC=CC=C1)O